FC1([C@H](C1)C(=O)NC1=NC=C2C=C(N3C(C2=C1)=NN=C3)C=3C=NC(=CC3C)C(CC)O)F (1R)-2,2-difluoro-N-(5-(6-(1-hydroxypropyl)-4-methylpyridin-3-yl)-[1,2,4]triazolo[3,4-a][2,6]naphthyridin-9-yl)cyclopropane-1-carboxamide